9-(methyl-(7H-pyrrolo[2,3-d]pyrimidin-4-yl)amino)-N-(thiazol-2-yl)-3-azaspiro[5.5]undecane-3-carboxamide CN(C1CCC2(CCN(CC2)C(=O)NC=2SC=CN2)CC1)C=1C2=C(N=CN1)NC=C2